ClC(C(=O)N[C@@H](CO)C(F)C1=CC=C(C=C1)S(=O)(=O)C)Cl 2,2-Dichloro-N-[(1R,2S)-3-fluoro-1-hydroxyl-(4-methylsulfonylphenyl)propan-2-yl]acetamide